Methyl 2-(7-(2-chloro-N-(2-cyanoethyl)acetamido)-2,3-dihydro-4H-benzo[b][1,4]oxazin-4-yl)acetate ClCC(=O)N(CCC#N)C=1C=CC2=C(OCCN2CC(=O)OC)C1